ClC=1C=C(C=CC1F)NC(N(CCNCC(F)(F)F)[C@H](C)C1=CNC(C2=CC=CC=C12)=O)=O |r| Racemic-3-(3-chloro-4-fluorophenyl)-1-(1-(1-oxo-1,2-dihydroisoquinolin-4-yl)ethyl)-1-(2-((2,2,2-trifluoroethyl)amino)ethyl)urea